3-Cyano-N-(1-(1-methyl-1H-pyrazol-4-yl)-1H-indazol-6-yl)-2-(prop-1-en-2-yl)benzamide C(#N)C=1C(=C(C(=O)NC2=CC=C3C=NN(C3=C2)C=2C=NN(C2)C)C=CC1)C(=C)C